The molecule is a member of the class of polyoxins that is isolated from the soil organism Streptomyces cacaoi var. asoensis. Polyoxorim exhibits fungicidal properties and may be used on rice, industrial grounds, golf courses and parks. It has a role as an EC 2.4.1.16 (chitin synthase) inhibitor and an antifungal agrochemical. It is a polyoxin and an antibiotic fungicide. C1=C(C(=O)NC(=O)N1[C@H]2[C@@H]([C@@H]([C@H](O2)[C@@H](C(=O)O)NC(=O)[C@H]([C@@H]([C@H](COC(=O)N)O)O)N)O)O)C(=O)O